2-[1-[6-Methyl-4-oxo-2-(1H-pyrrolo[3,2-b]pyridin-2-yl)chromen-8-yl]ethylamino]benzoic acid CC=1C=C2C(C=C(OC2=C(C1)C(C)NC1=C(C(=O)O)C=CC=C1)C1=CC2=NC=CC=C2N1)=O